4-((4-cyclopropylpiperazin-1-yl)sulfonyl)aniline C1(CC1)N1CCN(CC1)S(=O)(=O)C1=CC=C(N)C=C1